(R)-5-propyl-1-(p-propylphenyl)benzo[d][1,3,2]thiaselenazol-1-one C(CC)C=1C=CC2=C([Se]NS2(=O)C2=CC=C(C=C2)CCC)C1